C1(=CC=CC=C1)C1=C(C(NC(N1)=S)C1=C(C=CC=C1)C1=CC=CC=C1)C(C)=O 1-[6-Phenyl-4-(2-phenylphenyl)-2-thioxo-1,2,3,4-tetrahydropyrimidin-5-yl]ethan-1-one